5-(2,5-dihydroxy-3-sulfobenzamido)-2-fluoroisonicotinic acid OC1=C(C(=O)NC2=CN=C(C=C2C(=O)O)F)C=C(C=C1S(=O)(=O)O)O